ClC1=C(C=C(C=C1)F)C1C=2N(CCC(N1)=O)C(=NC2NC(C2=CC(=CC(=C2)C(F)(F)F)F)=O)C(=O)NC 9-(2-Chloro-5-fluorophenyl)-1-(3-fluoro-5-trifluoromethylbenzoylamino)-N-methyl-7-oxo-6,7,8,9-tetrahydro-5H-imidazo[1,5-a][1,4]diazepine-3-Carboxamide